2-(azetidin-3-ylidenemethyl)-5-bromo-benzonitrile, trifluoroacetate salt FC(C(=O)O)(F)F.N1CC(C1)=CC1=C(C#N)C=C(C=C1)Br